(R)-2-((R)-7-(2,4-difluoro-6-(2-methoxyethoxy)phenyl)-4-hydroxythieno[3,2-c]pyridin-6-yl)-6-methyl-6,7-dihydropyrazolo[1,5-a]pyrazine-5(4H)-carboxylic acid tert-butyl ester C(C)(C)(C)OC(=O)N1CC=2N(C[C@H]1C)N=C(C2)C2=C(C1=C(C(=N2)O)C=CS1)C1=C(C=C(C=C1OCCOC)F)F